5-(5-Formylfuran-2-yl)-N-(pyridin-4-yl)-1-(tetrahydro-2H-pyran-2-yl)-1H-indazole-3-carboxamide C(=O)C1=CC=C(O1)C=1C=C2C(=NN(C2=CC1)C1OCCCC1)C(=O)NC1=CC=NC=C1